(S)-1-(3-methoxy-4-(4-methyl-1H-imidazol-1-yl)benzoyl)-N-(3-nitrophenyl)pyrrolidine-2-carboxamide COC=1C=C(C(=O)N2[C@@H](CCC2)C(=O)NC2=CC(=CC=C2)[N+](=O)[O-])C=CC1N1C=NC(=C1)C